N-(2-(N-benzyl-2-hydroxy-3-phenylpropanamido)-3,4,5-trichlorophenyl)-2,3,4,5,6-pentafluorobenzamide C(C1=CC=CC=C1)N(C(C(CC1=CC=CC=C1)O)=O)C1=C(C=C(C(=C1Cl)Cl)Cl)NC(C1=C(C(=C(C(=C1F)F)F)F)F)=O